C[C@]1(C[C@]2(CO2)CCC12CC2)CN2C=NC1=C2C=C(C=C1)C#N |r| rac-1-(((3S,5R)-5-Methyl-1-oxadispiro[2.2.26.23]decan-5-yl)methyl)-1H-benzo[d]imidazole-6-carbonitrile